1,1'-dimethylferrocenium tetrakis(pentafluorophenyl)borate FC1=C(C(=C(C(=C1[B-](C1=C(C(=C(C(=C1F)F)F)F)F)(C1=C(C(=C(C(=C1F)F)F)F)F)C1=C(C(=C(C(=C1F)F)F)F)F)F)F)F)F.CC1C=CC=C1.[C-]1(C=CC=C1)C.[Fe+2]